2-(2-aminoethoxy)ethyl (E)-3-(2,3-dihydrobenzo[b][1,4]dioxin-6-yl)acrylate hydrochloride Cl.O1C2=C(OCC1)C=C(C=C2)/C=C/C(=O)OCCOCCN